amyl alcohol oleate C(CCCCCCC\C=C/CCCCCCCC)(=O)OCCCCC